(S)-3-(3-(4-hydroxy-1-methyl-2-oxo-1,2-dihydropyridin-3-yl)ureido)-3-(5-(3-methoxyphenyl)thiophen-2-yl)propionic acid OC1=C(C(N(C=C1)C)=O)NC(N[C@@H](CC(=O)O)C=1SC(=CC1)C1=CC(=CC=C1)OC)=O